CC1=NN=C(N1C1=CC=C(C#N)C=C1)[C@@H]1CC[C@H](CC1)OC1=NC=CC=C1 trans-4-(3-methyl-5-(4-(pyridin-2-yloxy)cyclohexyl)-4H-1,2,4-triazol-4-yl)benzonitrile